N1CCC(CC1)CC1=CC=C(COC2=CC=NC=C2)C=C1 4-((4-(piperidin-4-ylmethyl)benzyl)oxy)pyridine